S-(2-hydroxy-3-(2,2,2-trifluoroacetamido)propyl)-L-methionine Sulfonium chloride [Cl-].[SH3+].OC(C[S+](CC[C@H](N)C(=O)O)C)CNC(C(F)(F)F)=O.[Cl-]